O=C(CC(=O)N1CCN(CC1)C(=O)OC(C)(C)C)CCCC tert-butyl 4-(3-oxoheptanoyl)piperazine-1-carboxylate